4-[1-(4-fluorophenyl)-4-hydroxy-2-(4-methyltetrahydropyran-4-yl)indol-3-yl]Benzoic acid FC1=CC=C(C=C1)N1C(=C(C2=C(C=CC=C12)O)C1=CC=C(C(=O)O)C=C1)C1(CCOCC1)C